7-(benzylthio)-5-bromo-3-methylquinolin-2-amine C(C1=CC=CC=C1)SC1=CC(=C2C=C(C(=NC2=C1)N)C)Br